4-vinylbenzyl-(triphenylphosphonium) chloride [Cl-].C(=C)C1=CC=C(C[P+](C2=CC=CC=C2)(C2=CC=CC=C2)C2=CC=CC=C2)C=C1